(3H-Benzo[e]indol-2-yl)-pyridin-4-yl-meth-anol C1=C(NC=2C=CC3=C(C12)C=CC=C3)C(O)C3=CC=NC=C3